NC1=C(C=CC=C1)NC1CCS(CC1)(=O)=O 4-((2-aminophenyl)amino)tetrahydro-2H-thiopyran 1,1-dioxide